COCC1=C(C=CC=C1)C(C)OC(=O)NC1=C(N=NN1C)C1CCN(CC1)C1=CC=C(C=C1)C1(CC1)C(=O)O 1-[4-[4-[5-[1-[2-(methoxymethyl)phenyl]ethoxycarbonylamino]-1-methyl-triazol-4-yl]-1-piperidyl]phenyl]cyclopropanecarboxylic acid